ClC1=CC=C(C=C1)[C@@H](CC(=O)OCC1=CC=CC=C1)NC(=O)OC(C)(C)C Benzyl (3R)-3-(4-chlorophenyl)-3-[(2-methylpropan-2-yl)oxycarbonylamino]propanoate